CC1(CC1)N1C=C2N=CN=CC2=CC1=O 7-(1-methylcyclopropyl)pyrido[3,4-d]pyrimidin-6(7H)-one